CC1(CCC(CC1)NC(=O)NCC1=CC(=NC=C1)N1C=NC=C1)C 1-(4,4-dimethylcyclohexyl)-3-[(2-imidazol-1-ylpyridin-4-yl)methyl]urea